C(CC(=O)C)(=O)O.C(CC(=O)C)(=O)O acetoacetic acid (acetoacetate)